indium carbon N,N,N',N'-tetrakis(2-pyridylmethyl)ethylenediamine N1=C(C=CC=C1)CN(CCN(CC1=NC=CC=C1)CC1=NC=CC=C1)CC1=NC=CC=C1.[C].[In]